CC1=C(C=C(C=C1)NC(C1=CC=C(C=C1)N1CCN(CC1)CCC)=O)NC1=NC=CC(=N1)C=1C=NC=CC1 N-[4-Methyl-3-(4-pyridin-3-yl-pyrimidin-2-ylamino)-phenyl]-4-(4-propyl-piperazin-1-yl)-benzamide